(4S)-7-chloro-6-(3-fluoro-2-pyridinyl)-4-methyl-N-[(2S)-2-hydroxypropyl]-8-(trifluoromethyl)-4H-imidazo[1,2-a][1,4]benzodiazepine-2-Carboxamide ClC1=C(C=CC2=C1C(=N[C@H](C=1N2C=C(N1)C(=O)NC[C@H](C)O)C)C1=NC=CC=C1F)C(F)(F)F